7-(4-((2,3-dihydrobenzo[b][1,4]dioxin-6-yl-2,2,3,3-d4)oxy)piperidin-1-yl-4-d)-9-(methoxymethyl)-8-methyl-4H-pyrimido[1,2-b]pyridazin-4-one O1C2=C(OC(C1([2H])[2H])([2H])[2H])C=C(C=C2)OC2(CCN(CC2)C=2C(=C(C=1N(N2)C(C=CN1)=O)COC)C)[2H]